[N].NN1N=NC=C1 N-aminotriazole nitrogen